5-((5-(4'-((3-(ethylcarbamoyl)azetidin-1-yl)methyl)-[1,1'-biphenyl]-4-yl)-4,6-difluoro-1H-benzo[d]imidazol-2-yl)oxy)-2-methylbenzoic acid C(C)NC(=O)C1CN(C1)CC1=CC=C(C=C1)C1=CC=C(C=C1)C1=C(C2=C(NC(=N2)OC=2C=CC(=C(C(=O)O)C2)C)C=C1F)F